6-(Cyclopropanecarboxamido)-4-((5-(2-methoxyethyl)-4-oxo-4,5-dihydrothieno[2,3-d]pyridazin-3-yl)amino)-N-(methyl-d3)nicotinamide C1(CC1)C(=O)NC1=NC=C(C(=O)NC([2H])([2H])[2H])C(=C1)NC1=CSC=2C=NN(C(C21)=O)CCOC